1-butyl-3-methylimidazole caffeic acid salt C(\C=C\C1=CC(O)=C(O)C=C1)(=O)O.C(CCC)N1CN(C=C1)C